(1-(6-(4-chlorophenyl)-2-(pyridin-3-yl)pyrimidin-4-yl)piperidin-4-yl)methanol ClC1=CC=C(C=C1)C1=CC(=NC(=N1)C=1C=NC=CC1)N1CCC(CC1)CO